N,N-dimethyldithiocarbamic acid (3-sulfopropyl) ester S(=O)(=O)(O)CCCSC(N(C)C)=S